4-(trifluoromethyl)-3-((S)-3-(((2r,3r,4r,5S)-3,4,5-tris(benzyloxy)-2-methylpiperidin-1-yl)methyl)piperidin-1-yl)pyridine FC(C1=C(C=NC=C1)N1C[C@@H](CCC1)CN1[C@@H]([C@H]([C@@H]([C@H](C1)OCC1=CC=CC=C1)OCC1=CC=CC=C1)OCC1=CC=CC=C1)C)(F)F